4-methylphenoxycarbonyl-Trifluoromethyl-Sulfonamide diethyl-(3-((2-amino-4-(butylamino)-6-methylpyrimidin-5-yl)methyl)-4-methoxyphenyl)phosphonate C(C)OP(OCC)(=O)C1=CC(=C(C=C1)OC)CC=1C(=NC(=NC1C)N)NCCCC.CC1=CC=C(OC(=O)NS(=O)(=O)C(F)(F)F)C=C1